FC1=C(C=CC(=C1)[N+](=O)[O-])CC(=O)N1CCN(CC1)C(=O)OC(C)(C)C tert-butyl 4-(2-(2-fluoro-4-nitrophenyl)acetyl)piperazine-1-carboxylate